6-methylpyridazin CC1=CC=CN=N1